4-methyl-5-(p-tolyl)penta-2,4-dienal CC(C=CC=O)=CC1=CC=C(C=C1)C